COC(=O)C1=C(C2=C(N(C(C1)=O)CC1=CC=C(C=C1)CC)C=CC=C2)O.BrC2=CC(=NC=C2)C#N 4-bromopyridinecarbonitrile Methyl-1-(4-ethylbenzyl)-5-hydroxy-2-oxo-2,3-dihydro-1H-benzo[b]azepine-4-carboxylate